(3R)-3-{[2-(4-fluorophenyl)-9-methoxy[1,2,4]triazolo[1,5-c]quinazolin-5-yl]amino}azepan-2-one FC1=CC=C(C=C1)C1=NN2C(=NC=3C=CC(=CC3C2=N1)OC)N[C@H]1C(NCCCC1)=O